6-bromo-N-(3,4-difluorophenyl)-1-tetrahydropyran-2-yl-indazol-5-amine BrC1=C(C=C2C=NN(C2=C1)C1OCCCC1)NC1=CC(=C(C=C1)F)F